2-(4,6-dimethoxypyrimidine-5-carboxamido)-4H-chromeno[4,3-d]thiazol-7-yl pivalate C(C(C)(C)C)(=O)OC=1C=CC2=C(C1)OCC1=C2N=C(S1)NC(=O)C=1C(=NC=NC1OC)OC